(E)-N-trans-{3-[1-(2-nitrophenyl)-1H-pyrrol-2-yl]-allylidene}-aminoguanidine [N+](=O)([O-])C1=C(C=CC=C1)N1C(=CC=C1)C=CC=N/C(/NN)=N\[H]